FC1=C(C(=O)O)C(=CC=C1)C=1SC=NN1 2-Fluoro-6-(1,3,4-thiadiazol-2-yl)benzoic acid